COC(=O)C=1NC2=CC=CC=C2C1 1H-indole-2-carboxylic acid methyl ester